Cl.Cl.N1C[C@H](CC1)CNC1CC1 N-[[(3S)-pyrrolidin-3-yl]methyl]cyclopropylamine dihydrochloride